C(#N)C1=C(C(=C(C(=C1)C1=CC(=NC=C1)F)CC(=O)OC(C)(C)C)C(C)C)F tert-butyl 2-(4-cyano-3-fluoro-6-(2-fluoro-pyridin-4-yl)-2-isopropylphenyl)acetate